NCCCC(=O)O D-gamma-aminobutyric Acid